[N+](=O)([O-])C1=C(CO[C@H]2[C@@H](O[C@@H]([C@H]2O)CO)N2C=NC=3C(N)=NC=NC23)C=CC=C1 2'-O-(2-nitrobenzyl)-adenosine